5-[(3,4-dichlorophenyl)methylamino]-1-phenyl-6H-pyrazolo[4,3-d]pyrimidin-7-one ClC=1C=C(C=CC1Cl)CNC=1NC(C2=C(N1)C=NN2C2=CC=CC=C2)=O